3-((6,7-dichloro-2-(hydroxymethyl)-3-(1H-pyrazol-4-yl)-1H-indol-4-yl)oxy)propan-1-ol ClC1=CC(=C2C(=C(NC2=C1Cl)CO)C=1C=NNC1)OCCCO